9-(1-((6-chloro-2-(2-(methyl-d3)-2H-tetrazol-5-yl)pyridin-3-yl)amino)ethyl)-3-(1-(isopropylsulfonyl)piperidin-4-yl)-4,7-dimethylimidazo[1,5-a]quinazolin-5(4H)-one ClC1=CC=C(C(=N1)C=1N=NN(N1)C([2H])([2H])[2H])NC(C)C=1C=C(C=C2C(N(C=3N(C12)C=NC3C3CCN(CC3)S(=O)(=O)C(C)C)C)=O)C